(R)-3-(4-((2-(1H-indol-3-yl)ethyl)amino)-7-(hydroxymethyl)-7,8-dihydro-6H-pyrimido(5,4-b)[1,4]oxazin-2-yl)pyridin-2-ol N1C=C(C2=CC=CC=C12)CCNC1=NC(=NC2=C1OC[C@H](N2)CO)C=2C(=NC=CC2)O